C(C)(C)(C)OC(NC[C@@H](C)C1=CC(=CC=C1)NC1=NC(=C(N=C1C(N)=O)CC)CC)=O (S)-(2-(3-((3-carbamoyl-5,6-diethylpyrazin-2-yl)amino)phenyl)propyl)carbamic acid tert-butyl ester